N1=C(N=C(C=C1)N1C2(C3=CC(=C(C=C3C1=O)OC)OC)CC2)C2=NC=CC=N2 2'-([2,2'-bipyrimidin]-4-yl)-5',6'-dimethoxyspiro[cyclopropane-1,1'-isoindolin]-3'-one